FC1CCC(CC1)[C@@H](C=1OC2=C(N1)C=C(C=C2)[C@@H](COC)N2C(N[C@@H](C2)C(F)(F)F)=O)NC(OCC2=CC=CC=C2)=O Benzyl ((S)-((1r,4S)-4-fluorocyclohexyl)(5-((S)-2-methoxy-1-((S)-2-oxo-4-(trifluoromethyl)imidazolidin-1-yl)ethyl)benzo[d]oxazol-2-yl)methyl)carbamate